2-((4-(7-(((2R,5S)-5-aminotetrahydro-2H-pyran-2-yl)methyl)-2,7-diazaspiro[3.5]nonan-2-yl)pyrimidin-5-yl)oxy)-5-fluoro-N-isopropyl-N-((R)-tetrahydrofuran-3-yl)benzamide hydrochloride Cl.N[C@H]1CC[C@@H](OC1)CN1CCC2(CN(C2)C2=NC=NC=C2OC2=C(C(=O)N([C@H]3COCC3)C(C)C)C=C(C=C2)F)CC1